ClC1=CC(=C(N)C=C1)C 4-chloro-2-methyl-aniline